N-((1,6-dimethyl-1H-benzimidazol-7-yl)methyl)-5-fluoro-6-methoxynicotinamide CN1C=NC2=C1C(=C(C=C2)C)CNC(C2=CN=C(C(=C2)F)OC)=O